ClC1=CC=C(C=C1)C(=O)C1=NC(=C2N1C=CC=C2)C2=CC=CC=C2 (4-chlorophenyl)(1-phenylimidazo[1,5-a]pyridin-3-yl)methanone